2-(2-(((3-((1H-pyrazol-1-yl)methyl)-5,7-dimethyladamantan-1-yl)oxy)ethoxy)ethoxy)ethanol N1(N=CC=C1)CC12CC3(CC(CC(C1)(C3)C)(C2)C)OCCOCCOCCO